ClC1=C(C=C2C=NNC2=C1)C[C@@H](CNC(C[C@@H](C1(CC1)C(F)(F)F)C=1C=NC(=NC1)C)=O)N(C)C (R)-N-((S)-3-(6-chloro-1H-indazol-5-yl)-2-(dimethylamino)propyl)-3-(2-methylpyrimidin-5-yl)-3-(1-(trifluoromethyl)cyclopropyl)propanamide